OCCN(C(=O)C=1C(NC=CC1)=S)CCO N,N-bis(2-hydroxyethyl)-2-thioxo-1,2-dihydropyridine-3-carboxamide